NC1=C(C(=NN1C(C)C)C1=CC=C(C=C1)CC(NC1=CC(=NO1)CC(C(F)(F)F)(C)C)=O)C(=O)N 5-Amino-1-isopropyl-3-[4-[2-oxo-2-[[3-(3,3,3-trifluoro-2,2-dimethylpropyl)isoxazol-5-yl]amino]ethyl]phenyl]pyrazole-4-carboxamide